FC=1C=C(C=CC1NC1=NC=C(C(=N1)N1C[C@@](CCC1)(C)O)C(F)(F)F)S(=O)(=O)N[C@H]1[C@H](CNCC1)F 3-Fluoro-N-[(3S,4R)-3-fluoro-4-piperidyl]-4-[[4-[(3S)-3-hydroxy-3-methyl-1-piperidyl]-5-(trifluoromethyl)pyrimidin-2-yl]amino]benzenesulfonamide